CC1=NN(C=C1NC1=NC=C(C(=N1)NCCCN1C(CCCC1)=O)C(F)(F)F)CCCN1CCCCC1 1-(3-((2-((3-methyl-1-(3-(piperidin-1-yl)propyl)-1H-pyrazol-4-yl)amino)-5-(trifluoromethyl)pyrimidin-4-yl)amino)propyl)piperidin-2-one